(2,6-dichlorophenyl)-2-methyl-2,3-dihydro-4H-pyrimido[5,4-e][1,3]thiazin-4-one ClC1=C(C(=CC=C1)Cl)C1(SC2=C(C(N1)=O)C=NC=N2)C